N,N-diethyl p-phenylenediamine oxalate C(C(=O)O)(=O)O.C(C)N(C1=CC=C(C=C1)N)CC